ClC1=C(C=C(C#N)C=C1)C=1NC2=CC(=CC(=C2C(C1)=O)Cl)F 4-chloro-3-(5-chloro-7-fluoro-4-oxo-1,4-dihydroquinolin-2-yl)benzonitrile